NS(=O)(=O)NC1CCN(CC1)C1=C(C=C(C=C1)F)NC(=O)C=1N=C(C=2N(C1)C=CN2)OC(C)C N-(2-{4-[(aminosulfonyl)amino]hexahydropyridin-1-yl}-5-fluorophenyl)-8-(propan-2-yloxy)imidazo[3,2-a]pyrazine-6-carboxamide